C[C@H]1N(CCOC1)C1=C2C(=NC(=C1)C=1C3=C(N=CN1)NC=C3)N(C=C2)S(=O)(=O)C (R)-3-methyl-4-(1-(methylsulfonyl)-6-(7H-pyrrolo[2,3-d]pyrimidin-4-yl)-1H-pyrrolo[2,3-b]pyridin-4-yl)-morpholine